C(CCC)C(COC(=O)C1(C=C(SC1(Br)Br)C=1SC=CC1)C(=O)OCC(CCCCCC)CCCC)CCCCCC 5,5-dibromo-[2,2]-bithiophene-4,4-dicarboxylic acid bis(2-butyl octyl) ester